6-N-[(1-aminocyclopropyl)methyl]-1-methyl-4-N-[[6-(trifluoromethyl)pyridin-3-yl]methyl]pyrazolo[3,4-d]pyrimidine-4,6-diamine NC1(CC1)CNC1=NC(=C2C(=N1)N(N=C2)C)NCC=2C=NC(=CC2)C(F)(F)F